BrN1C(=CC=2C1=CN=CC2)C(=O)N(C)C bromo-N,N-dimethyl-1H-pyrrolo[2,3-c]pyridine-2-carboxamide